(cis-3-(((6-(trifluoromethyl)pyridin-3-yl)oxy)methyl)-cyclobutyl)carbamic acid tert-butyl ester C(C)(C)(C)OC(N[C@@H]1C[C@@H](C1)COC=1C=NC(=CC1)C(F)(F)F)=O